C(C1=CC=CC=C1)(=O)NC=1C=C(C=CC1F)C1=NN(C(=C1CC1=CC(=C(C=C1)S(N)(=O)=O)F)CC1CC1)C=1SC=C(N1)C(=O)O 2-(3-(3-benzamido-4-fluorophenyl)-5-(cyclopropylmethyl)-4-(3-fluoro-4-sulfamoylbenzyl)-1H-pyrazol-1-yl)thiazole-4-carboxylic acid